BrC=1C=CC2=C(C=C(O2)C=2OC(=NN2)SSCCCCC)C1 2-(5-bromobenzofuran-2-yl)-5-(pentyldithio)-1,3,4-oxadiazole